C(C1=CC=CC=C1)OC1=CC(=C(C=C1C)C1=C(C=C(C(=C1)C)OCC1=CC=CC=C1)F)Br 4,4'-bis(benzyloxy)-2-bromo-2'-fluoro-5,5'-dimethyl-1,1'-biphenyl